CNC=1N=CC=C2C=CC(=NC12)N N8-methyl-1,7-naphthyridine-2,8-diamine